C(C)(C)(C)OC(NC1=CC(=C(C=C1)C)C=1C=NC=CC1)=O 4-methyl-3-(pyridin-3-yl)phenylcarbamic acid tert-butyl ester